1,3-diphenyl-propanedione C1(=CC=CC=C1)C(C(CC1=CC=CC=C1)=O)=O